S(N)(=O)(=O)CCCCCC(=O)O 6-sulfamoylcaproic acid